4-(3-aminopyridin-4-yl)-N-(5-chloro-6-(2H-1,2,3-triazol-2-yl)pyridin-3-yl)-2-fluoro-5-methyl-benzamide NC=1C=NC=CC1C1=CC(=C(C(=O)NC=2C=NC(=C(C2)Cl)N2N=CC=N2)C=C1C)F